2-chloro-4-(cyclobutoxy)-6-methyl-pyrimidine ClC1=NC(=CC(=N1)OC1CCC1)C